C(/C(=C\C(=O)O)/C(=O)O)C(=O)O Trans-aconitic acid